OC[C@H]1C(N(CC1)C=1N=NC(=CC1)C1=C(C=C(C=C1C)C(F)(F)F)O)=O (3S)-3-(hydroxymethyl)-1-[6-[2-hydroxy-6-methyl-4-(trifluoromethyl)phenyl]pyridazin-3-yl]pyrrolidin-2-one